2-methyl-acrylic acid-5-isocyanato-pentyl ester N(=C=O)CCCCCOC(C(=C)C)=O